ClC=1C=C2C(=CNC2=CC1F)NC(=O)N1CC2=CC=C(C=C2CC1)C1=CC(=CC=C1)OC N-(5-chloro-6-fluoro-1H-indol-3-yl)-6-(3-methoxyphenyl)-3,4-dihydroisoquinoline-2(1H)-Formamide